7β-amino-7α-methoxy-3-(1-methyl-1H-5-tetrazolyl)thiomethyl-1-oxa-3-cephem-4-carboxylic acid N[C@]1([C@@H]2N(C(=C(CO2)CSC2=NN=NN2C)C(=O)O)C1=O)OC